NC(CC1=CC=C(C=C1)C1=CC=2C(=NC=CC2S1)N(C(C1=C(C=C(C=C1)N1N=NC=2C1=NC=CC2)F)=O)[C@H]2CNCCC2)=O N-[2-[4-(2-amino-2-oxo-ethyl)phenyl]thieno[3,2-c]pyridin-4-yl]-2-fluoro-N-[(3R)-3-piperidyl]-4-(triazolo[4,5-b]pyridin-3-yl)benzamide